CC=1OC=C(N1)C 2,4-dimethyloxazol